nickel-iron-chromium-aluminum [Al].[Cr].[Fe].[Ni]